[Li].FC1([C@](C[C@]2(CNC(O2)=O)CC1)(C)CN1C=NC2=C1C=C(C=C2)C#N)F 1-(((5S,7S)-8,8-Difluoro-7-methyl-2-oxo-1-oxa-3-azaspiro[4.5]decan-7-yl)methyl)-1H-benzo[d]imidazole-6-carbonitrile Lithium